(+-)-8EXO-ETHOXY-EXO-TRICYCLO[5.2.1.0(2,6)]DECANE C(C)OC1C2C3CCCC3C(C1)C2